(R)-3-((5-chloro-1H-indol-2-yl)methyl)-1-methyl-1-(1-(2-((6-oxo-1,6-dihydropyridazin-3-yl)oxy)acetyl)piperidin-3-yl)urea ClC=1C=C2C=C(NC2=CC1)CNC(N([C@H]1CN(CCC1)C(COC1=NNC(C=C1)=O)=O)C)=O